(E)-N-(5-(3-chlorophenyl)-4-((2-fluorophenyl)amino)quinazolin-6-yl)-4-(dimethylamino)but-2-enamide tert-butyl-(2-fluoro-3-methoxy-6-(1H-pyrazol-4-yl)benzyl)carbamate C(C)(C)(C)N(C(O)=O)CC1=C(C(=CC=C1C=1C=NNC1)OC)F.ClC=1C=C(C=CC1)C1=C2C(=NC=NC2=CC=C1NC(\C=C\CN(C)C)=O)NC1=C(C=CC=C1)F